3-(9-((4-(((tert-butoxycarbonyl)amino)methyl)-2,6-dimethylphenyl)carbamoyl)-5,6-dihydro-4H-benzo[b]thieno[2,3-d]azepin-8-yl)-6-(propylcarbamoyl)picolinic acid C(C)(C)(C)OC(=O)NCC1=CC(=C(C(=C1)C)NC(=O)C1=CC2=C(NCCC3=C2SC=C3)C=C1C=1C(=NC(=CC1)C(NCCC)=O)C(=O)O)C